N2-(tert-butoxycarbonyl)-N4-ethyl-D-asparagine C(C)(C)(C)OC(=O)N[C@H](CC(NCC)=O)C(=O)O